BrCC=1C=C(C(=C(C1)C1=NN(C=N1)C)OC)[N+](=O)[O-] 3-(5-(Bromomethyl)-2-methoxy-3-nitrophenyl)-1-methyl-1H-1,2,4-triazole